N-{1-[5-(2-butoxy-6-fluorophenyl)thiophen-2-yl]ethyl}-6,7-dimethoxy-2-methylquinazolin-4-amine C(CCC)OC1=C(C(=CC=C1)F)C1=CC=C(S1)C(C)NC1=NC(=NC2=CC(=C(C=C12)OC)OC)C